2-(3-methoxyphenyl)-7-(4-methyl-1,4-diazepan-1-yl)-4H-pyrido[1,2-a]pyrimidin-4-one COC=1C=C(C=CC1)C=1N=C2N(C(C1)=O)C=C(C=C2)N2CCN(CCC2)C